O1C(=CC=C1)CS=C(OCC)[O-] O-ETHYL S-(2-FURYLMETHYL)THIOCARBONATE